CC1=C(C=CC=C1)NC1=CC=C(C=C1)NC1=C(C=CC=C1)C N,N'-bis(methyl-phenyl)-1,4-benzenediamine